C1(CCC1)N1C(=NC2=C1C(=C(C(=C2)F)C(C)(C)O)F)NC(CC(C(F)(F)F)(C)C)=O N-(1-cyclobutyl-5,7-difluoro-6-(2-hydroxypropan-2-yl)-1H-benzo[d]imidazol-2-yl)-4,4,4-trifluoro-3,3-dimethylbutanamide